C1(=CC=CC=C1)N1N=CC(=C1)C=1SC=C(N1)C(=O)N1[C@H](CCC1)CN 1-[(2R)-1-[2-(1-phenyl-1H-pyrazol-4-yl)-1,3-thiazole-4-carbonyl]pyrrolidin-2-yl]methanamine